NCCN(CCCCCCCC(=O)NC(CCCCCCCC)CCCCCCCC)CCCCCC(NCCCCCCCCCCC)=O 8-[2-aminoethyl-[6-oxo-6-(undecylamino)hexyl]amino]-N-(1-octylnonyl)octanamide